BrC1=CC(=C(C=C1F)NC(OC(C)(C)C)=O)OC tert-butyl (4-bromo-5-fluoro-2-methoxyphenyl)carbamate